Methyl 2-[[4-[6-[(6-chloro-4-methoxy-3-pyridyl)methoxy]-2-pyridyl]-2,5-difluoro-phenyl]methyl]-3-[[(2S)-oxetan-2-yl]methyl]benzimidazole-5-carboxylate ClC1=CC(=C(C=N1)COC1=CC=CC(=N1)C1=CC(=C(C=C1F)CC=1N(C2=C(N1)C=CC(=C2)C(=O)OC)C[C@H]2OCC2)F)OC